N-[4-[[4-[[2-(6-methyl-2-pyridyl)pyrimidin-4-yl]amino]pyrimidin-2-yl]amino]phenyl]-1-tetrahydropyran-4-yl-piperidine-4-carboxamide CC1=CC=CC(=N1)C1=NC=CC(=N1)NC1=NC(=NC=C1)NC1=CC=C(C=C1)NC(=O)C1CCN(CC1)C1CCOCC1